N-(1,2-Dicarboxy-2-hydroxyethyl)glycin C(=O)(O)C(C(O)C(=O)O)NCC(=O)O